NC1=CC(=C(C=C1)C1=C(C=C(C=C1)N)C)C 4,4'-Diamino-2,2'-dimethylbiphenyl